C(C=C)OC1=CC=C(C=C1)[N+](=O)[O-] 1-(allyloxy)-4-nitrobenzene